3-bromo-5-[(2-methoxyethyl)amino]-1-[(3s,5r)-5-(methoxymethyl)-1-(prop-2-enoyl)pyrrolidin-3-yl]pyrazole-4-carboxamide BrC1=NN(C(=C1C(=O)N)NCCOC)[C@@H]1CN([C@H](C1)COC)C(C=C)=O